1,4-Dibenzyl L-Aspartate N[C@@H](CC(=O)OCC1=CC=CC=C1)C(=O)OCC1=CC=CC=C1